NC1=C(C(=O)NC(C)C)C=C(C=N1)C1=C(C=C(C=C1)NC(C(C1=CC(=CC=C1)C(F)(F)F)O)=O)Cl 2-amino-5-(2-chloro-4-(2-hydroxy-2-(3-(trifluoromethyl)phenyl)acetamido)phenyl)-N-isopropylnicotinamide